C[C@H]1N(C[C@H](N(C1)C1=C(C(=NN1C)C)C)C)C(=O)OC(C)(C)C tert-butyl (2R,5R)-2,5-dimethyl-4-(1,3,4-trimethyl-1H-pyrazol-5-yl)piperazine-1-carboxylate